benzyl (S)-7-(4-fluorobenzyl)-6-((S)-3-fluoropyrrolidine-1-carbonyl)-2-methyl-2,3-dihydro-1H-pyrido[2,3-b][1,4]oxazine-1-carboxylate FC1=CC=C(CC2=CC3=C(OC[C@@H](N3C(=O)OCC3=CC=CC=C3)C)N=C2C(=O)N2C[C@H](CC2)F)C=C1